C(C)(C)C1=NC=CC=C1C1=NC=2N(CC(NC2C=N1)=O)CC1=CC=C(C=C1)C=1N(C=C(N1)C(F)(F)F)C 2-(2-Isopropylpyridin-3-yl)-8-(4-(1-methyl-4-(trifluoromethyl)-1H-imidazol-2-yl)benzyl)-7,8-Dihydropteridine-6(5H)-one